Cl[Al-](Cl)(Cl)Cl.[Li+] Lithium tetrachloroaluminat